[(E)-(1-oxo-1-phenylpentan-3-ylidene)amino] benzenesulfonate C1(=CC=CC=C1)S(=O)(=O)O/N=C(/CC(C1=CC=CC=C1)=O)\CC